ClC1=C(C=C(C=C1)C(CC1(COC1)NC12CC(C1)(C2)C2=CC=NC=C2)=O)F 1-(4-chloro-3-fluorophenyl)-2-(3-((3-(pyridin-4-yl)bicyclo[1.1.1]pentan-1-yl)amino)oxetan-3-yl)ethan-1-one